4-(4H-1,2,4-triazol-3-yl)pyrrolidine-2-carboxamide N=1N=C(NC1)C1CC(NC1)C(=O)N